C1(CC1)C=1C(=C2C(C(N(C2=C(C1)F)CC(=O)NC[C@@H](CC(=O)OC)C)=O)(C)C)F methyl (3R)-4-[2-(5-cyclopropyl-4,7-difluoro-3,3-dimethyl-2-oxoindol-1-yl)acetamido]-3-methylbutanoate